(E)-N-(1,3-dihydroxyoctadec-4-en-2-yl)stearamide OCC(C(\C=C\CCCCCCCCCCCCC)O)NC(CCCCCCCCCCCCCCCCC)=O